C1(=CC=CC=C1)C(=O)[N+](=O)[O-] phenylnitroketone